1-[(1R)-1-amino-2-ethoxy-ethyl]cyclopentanol hydrochloride Cl.N[C@H](COCC)C1(CCCC1)O